C(C)(C)C1=CNC2=C1N=CS2 6-isopropyl-4H-pyrrolo[3,2-d]thiazol